FC(C)(F)[C@H]1N(CCC1)C[C@@H](C)[C@H]1CC[C@H]2\C(\CCC[C@]12C)=C\C=C1C(CCCC1O)O 2-((1R,3aS,7aR,E)-1-((S)-1-((S)-3-(1,1-difluoroethyl-pyrrolidin-1-yl)propan-2-yl)-7a-methyloctahydro-4H-inden-4-ylidene)ethylidene)cyclohexane-1,3-diol